NC1=NN(C(C2=CC(=C(C(=C12)NCC1=CC=C(C=C1)OC)F)Cl)=O)C 4-amino-7-chloro-6-fluoro-5-((4-methoxybenzyl)amino)-2-methylphthalazin-1(2H)-one